ClC=1C=C(C=C(C1)Cl)C1=NC(=CC(=C1)CN1CCC(CC1)CNC(=O)NC)OC=1C=NC(=NC1)N1CCN(CC1)C(C)CCO 1-((1-((2-(3,5-dichlorophenyl)-6-((2-(4-(4-hydroxybutan-2-yl)piperazin-1-yl)pyrimidin-5-yl)oxy)pyridin-4-yl)methyl)piperidin-4-yl)methyl)-3-methylurea